1-acetyl-2,2,4,7-tetramethyl-1,2,3,4-tetrahydroquinoline C(C)(=O)N1C(CC(C2=CC=C(C=C12)C)C)(C)C